5-chloro-1-(2-trimethylsilyl-ethoxymethyl)pyrazole-3-carbonitrile ClC1=CC(=NN1COCC[Si](C)(C)C)C#N